[Cl-].[Cl-].[Cl-].C1(C=CC2=CC=CC=C12)[Ti+3] indenyl-titanium trichloride